C(C)(C)(C)OC(C1=CN=C(C=C1)C#CCO)=O 6-(3-hydroxy-prop-1-yn-1-yl)nicotinic acid tert-butyl ester